(S)-2,4-dimethylpiperazine-1-carboxylic acid 4-(1-ethyl-3-phenyl-1H-pyrazol-4-yl)-7-methoxyquinazolin-6-yl ester C(C)N1N=C(C(=C1)C1=NC=NC2=CC(=C(C=C12)OC(=O)N1[C@H](CN(CC1)C)C)OC)C1=CC=CC=C1